3-(acryloxypropyl)-3-methylimidazolium C(C=C)(=O)OCCC[N+]1(C=NC=C1)C